diethyl 2,2-dihydroxymalonate OC(C(=O)OCC)(C(=O)OCC)O